C(C)(=O)C1=NN(C2=CC=C(C=C12)C=1C=NC(=NC1)C)CC(=O)N1C[C@@H](CCC1)C(=O)NCC1=NC(=CC=C1)Br (R)-1-(2-(3-acetyl-5-(2-methylpyrimidin-5-yl)-1H-indazol-1-yl)acetyl)-N-((6-bromopyridin-2-yl)methyl)piperidine-3-carboxamide